OC1=CC=C(C(=O)NOC2OCCCC2)C=C1 4-hydroxy-N-((tetrahydro-2H-pyran-2-yl)oxy)benzamide